CC(C)(C)[O-].C[N+](C)(C)C tetramethylammonium t-butoxide